(R)-1-(4-(1-(hydroxymethyl)-5,6,7,8-tetrahydroimidazo[1,5-a]pyridin-8-yl)phenyl)-3-(pyridin-2-yl)urea OCC=1N=CN2C1[C@H](CCC2)C2=CC=C(C=C2)NC(=O)NC2=NC=CC=C2